benzylidene-phosphorus C(C1=CC=CC=C1)=[P]